ClC1=CC=C(C=C1)C1=NN(C(C1C1=CC=CC=C1)C)C1=[N+](C=CC(=C1)N(C)C)C=NS(=O)(=O)C1=CC=C(C=C1)S(F)(F)(F)(F)F (3-(4-chlorophenyl)-5-methyl-4-phenyl-4,5-dihydro-1H-pyrazol-1-yl)((((4-(pentafluoro-λ6-sulfanyl)phenyl)sulfonyl)imino)methyl)-4-(dimethylamino)pyridin-1-ium